COC=1C=C(C=CC1OC)C=1C(C(C1C1=CC(=C(C=C1)OC)OC)=O)=O 3,4-bis(3,4-dimethoxyphenyl)cyclobut-3-ene-1,2-dione